(5-chloro-3-isopropylpyrazolo[1,5-a]pyrimidin-7-yl)(3-(Dimethylphosphoryl)benzyl)carbamic acid tert-butyl ester C(C)(C)(C)OC(N(CC1=CC(=CC=C1)P(=O)(C)C)C1=CC(=NC=2N1N=CC2C(C)C)Cl)=O